6-(naphthalen-2-yloxy)hexylacrylic acid C1=C(C=CC2=CC=CC=C12)OCCCCCCC(C(=O)O)=C